CC1=NC(=NO1)C1=CC=C2C=CN=C(C2=C1)NCCN1CC2=C(C1)C=C(S2)C(=O)OC(C)C Propan-2-yl 5-(2-{[7-(5-methyl-1,2,4-oxadiazol-3-yl)isoquinolin-1-yl]amino}ethyl)-4H,5H,6H-thieno[2,3-c]pyrrole-2-carboxylate